Tert-Butyl 4-(N-((7-(5-(Difluoromethyl)-1,3,4-Oxadiazol-2-Yl)Imidazo[1,2-a]Pyridin-2-Yl)Methyl)-N-(3-Fluorophenyl)Sulfamoyl)Piperidine-1-Carboxylate FC(C1=NN=C(O1)C1=CC=2N(C=C1)C=C(N2)CN(S(=O)(=O)C2CCN(CC2)C(=O)OC(C)(C)C)C2=CC(=CC=C2)F)F